FC=1C=C(C=CC1F)C1=C(C2=NC=CC=C2N1)C=1N=C2C=C(C=NC2=CC1)C=1C=NN(C1)CCNC 2-[4-[6-[2-(3,4-difluorophenyl)-1H-pyrrolo[3,2-b]pyridin-3-yl]-1,5-naphthyridin-3-yl]pyrazol-1-yl]-N-methyl-ethanamine